CC(C)C(C(=O)O)CCCCCCCCCCCC.C(CCCCCCCCCCCCC)(=O)OC(C)C isopropyl myristate (propan-2-yl myristate)